N,N-dimethyl-octyl-ammonium C[NH+](C)CCCCCCCC